C(C)(C)(C)OC(=O)N[C@H](C(=O)OC)CC1=C(C=CC=C1)O methyl (S)-2-[(tert-butoxycarbonyl)amino]-3-(2-hydroxyphenyl)propanoate